C1(CC1)C1=CC(=CC(=N1)N1C(C2=C(C(=C1)C(F)(F)F)C=C(N2)C2N(CCOC2)C)=O)C2=C(C=C(C=C2)F)C(=O)N2CC(C2)F 6-[6-cyclopropyl-4-[4-fluoro-2-(3-fluoroazetidine-1-carbonyl)phenyl]pyridin-2-yl]-2-(4-methylmorpholin-3-yl)-4-(trifluoromethyl)-1H-pyrrolo[2,3-c]pyridin-7-one